OCC=1C(=NOC1)CC(C)C=1C=C(C=CC1)N1C(C2=CC=CC(=C2C1)C(F)(F)F)=O 2-(3-(1-(4-(hydroxymethyl)isoxazol-3-yl)propan-2-yl)phenyl)-4-(trifluoromethyl)isoindolin-1-one